4-Hydroxybenzoyl-Coenzyme A OC1=CC=C(C(=O)SCCNC(CCNC([C@@H](C(COP(OP(OC[C@@H]2[C@H]([C@H]([C@@H](O2)N2C=NC=3C(N)=NC=NC23)O)OP(=O)(O)O)(=O)O)(=O)O)(C)C)O)=O)=O)C=C1